FC(C)(F)C1=CC=CC(=N1)C(=O)NC1=CC2=C(N=C(O2)C2CCC(CC2)C=O)C=C1OC 6-(1,1-Difluoroethyl)-N-[2-(4-formylcyclohexyl)-5-methoxy-1,3-benzoxazol-6-yl]pyridine-2-carboxamide